pentadienyl-(borole) C(=CC=CC)C=1BC=CC1